NC1=C2C(=NC=N1)N(N=C2C2=CC=C(C=C2)OCC)C(C)C=2OC1=CC=CC=C1C(C2C2=CC(=CC=C2)F)=O 2-(1-(4-Amino-3-(4-ethoxyphenyl)-1H-pyrazolo[3,4-d]pyrimidin-1-yl)ethyl)-3-(3-fluorophenyl)-4H-chromen-4-one